C12CNCC(CC1)N2C=2SC1=C(N2)C(=CC(=C1)C(=O)NC1CCCC1)CCO 2-(3,8-diazabicyclo[3.2.1]oct-8-yl)-N-cyclopentyl-4-(2-hydroxyethyl)benzo[d]thiazole-6-carboxamide